(1s,3s)-3-(2-((2-(2,6-dioxopiperidin-3-yl)-1,3-dioxoisoindolin-4-yl)amino)ethoxy)cyclobutane-1-carboxylic acid O=C1NC(CC[C@@H]1N1C(C2=CC=CC(=C2C1=O)NCCOC1CC(C1)C(=O)O)=O)=O